FC(C1=CC=C(C=C1)C=1SC(=CC1)C1=CC=C(C=C1)C(F)(F)F)(F)F 2,5-bis(4-(trifluoromethyl)phenyl)thiophene